CC1=C(C=CC=C1NC=1N=CC=C2C=C(C=NC12)CN1C(CCCC1)CC(=O)O)C1=CC(=C(C=C1)C)OCCCN1CCOCC1 1-((8-((2,4'-dimethyl-3'-(3-morpholinopropoxy)-[1,1'-biphenyl]-3-yl)amino)-1,7-naphthyridin-3-yl)methyl)piperidine-2-acetic acid